CC1(C(C(CCC1)C)CCC(CC)O)C 1-(2,2,6-trimethylcyclohexyl)pentan-3-ol